C(C=C)OC(C(C(C)C)=C)CC 4-(allyloxy)-2-methyl-3-methylenehexane